NC=1N(C(=CC1)C)C1C(=C(C=CC1(C)OCC1(CC1)NC1CC1)O)C 2-Amino-6-((1-(cyclopropylamino)cyclopropyl)methoxy)-1-(3-hydroxy-2,6-dimethylphenyl)-5-methyl-1H-pyrrole